water-aluminum salt [Al].O